ClC=1C(=NC(=NC1)NC=1C=CC2=C(OC[C@@H]3N2CCN(C3)C)C1)NC1=C(C=CC=C1)NS(=O)(=O)C (R)-N-(2-((5-chloro-2-((3-methyl-1,2,3,4,4a,5-hexahydrobenzo[b]pyrazino[1,2-d][1,4]oxazin-8-yl)amino)pyrimidin-4-yl)amino)phenyl)methanesulfonamide